(1R,3R)-3-(4-(5-(((Isopentyl(methyl)carbamoyl)oxy)methyl)-1-methyl-1H-pyrazol-4-yl)phenoxy)cyclohexan C(CC(C)C)N(C(=O)OCC1=C(C=NN1C)C1=CC=C(OC2CCCCC2)C=C1)C